IMIDAZOL-CARBOXYLAT N1C(=NC=C1)C(=O)[O-]